methyl (1r,4r)-4-(3-chloroanilino)-2'-[3-(4-fluorophenoxy)propyl]-2',3'-dihydrospiro[cyclohexane-1,1'-indene]-4-carboxylate ClC=1C=C(NC2(CCC3(C(CC4=CC=CC=C34)CCCOC3=CC=C(C=C3)F)CC2)C(=O)OC)C=CC1